bromine chlorine potassium [K].[Cl].[Br]